methyl-2,3,6,7-tetrahydro-1H-purine-2,6-dione CN1C(NC=2N=CNC2C1=O)=O